C(C)(C)(C)OC(=O)N1[C@@H]([C@H]([C@H](C1)F)C)C(=O)O (2S,3R,4R)-1-(tert-butoxycarbonyl)-4-fluoro-3-methylpyrrolidine-2-carboxylic acid